1-(2-(((1-(4-(1-acetyl-4-((4-chlorophenyl)amino)-2-methyl-1,2,3,4-tetrahydroquinolin-6-yl)phenyl)piperidin-4-yl)(methyl)amino)methyl)phenyl)dihydropyrimidine-2,4(1H,3H)-dione C(C)(=O)N1C(CC(C2=CC(=CC=C12)C1=CC=C(C=C1)N1CCC(CC1)N(C)CC1=C(C=CC=C1)N1C(NC(CC1)=O)=O)NC1=CC=C(C=C1)Cl)C